2-(isobutylamino)-4-methyl-thiazol C(C(C)C)NC=1SC=C(N1)C